CN1C=NC=C1C1(CCCC1)C(=O)O 1-methyl-1H-imidazol-5-yl-cyclopentane-1-carboxylic acid